C(C)N1N=C(C=C1)B(O)O N-ethylpyrazolboronic acid